1-(4-propylphenyl)ethan-1-one C(CC)C1=CC=C(C=C1)C(C)=O